C(=NN)(N)N.O.OS(=O)(=O)O aminoguanidine sulfate monohydrate